C(CC1CO1)OC(C(=C)C)=O methacrylic acid-3,4-epoxybutyl ester